N(=[N+]=[N-])CC1CCN(CC1)C1CN(C1)C(CCC(=O)N=S(=O)(C)CC1=CC(=NC=C1)NC1=NC=C(C(=C1)C1=C(C=C(C=C1)F)OC)F)=O 4-{3-[4-(azidomethyl)piperidin-1-yl]azetidin-1-yl}-N-{[(2-{[5-fluoro-4-(4-fluoro-2-methoxyphenyl)pyridin-2-yl]amino}pyridin-4-yl)methyl](methyl)oxo-λ6-sulfanylidene}-4-oxobutanamide